C(C)(C)(C)OC(=O)N1C[C@H]([C@H](CC1)NC=1C(=CN(C(C1)=O)C1(CC1)C(F)F)C(=O)OC)F methyl 4-(((cis)-1-(tert-butoxycarbonyl)-3-fluoropiperidin-4-yl)amino)-1-(1-(difluoromethyl)cyclopropyl)-6-oxo-1,6-dihydropyridine-3-carboxylate